ClC=1C=C(C=CC1)N1CCN(CC1)C(CCC(=O)C=1C=NC=CC1)=O 1-[4-(3-chlorophenyl)piperazin-1-yl]-4-(3-pyridyl)butane-1,4-dione